BrC1=NC(=CC(=C1OC)OCC1=CC=C(C=C1)OC)C 2-bromo-3-methoxy-4-((4-methoxybenzyl)oxy)-6-methylpyridine